(4S)-1-fluorenylmethoxycarbonyl-4-tert-butyloxycarbonyl-D-proline C1(=CC=CC=2C3=CC=CC=C3CC12)COC(=O)N1[C@H](C[C@@H](C1)C(=O)OC(C)(C)C)C(=O)O